8-hydroxyquinolate OC=1C=CC=C2C=CC(=NC12)C(=O)[O-]